ClC1=C(C(=O)N(C)C)C=CC(=C1)N1CCC(CC1)N1CC2(C1)CN(C2)C([C@@](C(F)(F)F)(C2=CC=CC=C2)O)=O 2-chloro-N,N-dimethyl-4-(4-(6-((R)-3,3,3-trifluoro-2-hydroxy-2-phenylpropanoyl)-2,6-diazaspiro[3.3]heptan-2-yl)piperidin-1-yl)benzamide